4-(3-(4-Chloro-3-(trifluoromethyl)phenylsulfonamido)picolinoyl)-5-methoxy-1H-pyrrolo[2,3-b]pyridine 7-oxide ClC1=C(C=C(C=C1)S(=O)(=O)NC=1C(=NC=CC1)C(=O)C1=C2C(=[N+](C=C1OC)[O-])NC=C2)C(F)(F)F